2-chloromethyl-3,4,5-trifluoro-bromobenzene ClCC1=C(C=C(C(=C1F)F)F)Br